N-(2'-amino-3-methyl-5'H-spiro[isochroman-4,4'-thiazol]-6-yl)-5-chloromethylpyridinamide NC=1SCC2(N1)C(OCC1=CC=C(C=C12)NC(=O)C1=NC=C(C=C1)CCl)C